N1(CCC1)C(=O)C1=NC(=NC=C1)Cl azetidin-1-yl(2-chloropyrimidin-4-yl)methanone